N-[9-[(1R,3R,4R,7S)-1-[[bis(4-methoxyphenyl)-phenylmethoxy]methyl]-7-trimethylsiloxy-2-oxa-5-azabicyclo[2.2.1]heptan-3-yl]purin-6-yl]benzamide COC1=CC=C(C=C1)C(OC[C@]12O[C@H]([C@H](NC1)[C@@H]2O[Si](C)(C)C)N2C1=NC=NC(=C1N=C2)NC(C2=CC=CC=C2)=O)(C2=CC=CC=C2)C2=CC=C(C=C2)OC